CC1=CC=C(C=C1)C=1NC=CN1 (4'-methylphenyl)imidazole